COCC=1C(=NC(=CC1)C=1C=NN2C1C=CC(=C2)OC=2N=NC(=CC2)C)N2N=C(C=C2C)C#N 1-[3-(methoxymethyl)-6-[6-(6-methylpyridazin-3-yl)oxypyrazolo[1,5-a]pyridin-3-yl]pyridin-2-yl]-5-methylpyrazole-3-carbonitrile